7-Bromo-6-fluoro-1H-indole BrC=1C(=CC=C2C=CNC12)F